N-(2-aminoethyl)-4-((3-(4-methoxy-phenyl)imidazo[1,2-a]pyrazin-8-yl)amino)-2-methylbenzamide NCCNC(C1=C(C=C(C=C1)NC=1C=2N(C=CN1)C(=CN2)C2=CC=C(C=C2)OC)C)=O